C(CCCCC=CC)=O 6-octen-1-al